2-benzyl-2-azaspiro[3.3]heptan-6-yl (2R,5R)-2,5-dimethyl-4-[5-(trifluoromethyl)pyrimidin-2-yl]piperazine-1-carboxylate C[C@H]1N(C[C@H](N(C1)C1=NC=C(C=N1)C(F)(F)F)C)C(=O)OC1CC2(CN(C2)CC2=CC=CC=C2)C1